2-(3-fluoro-2-isopropylphenyl)-9-([6-[5-methyl-3-(trifluoromethyl)pyrazol-1-yl]pyridin-3-yl]methyl)-7H-purin-8-one FC=1C(=C(C=CC1)C1=NC=C2NC(N(C2=N1)CC=1C=NC(=CC1)N1N=C(C=C1C)C(F)(F)F)=O)C(C)C